FC=1C=C(C=CC1)[C@@H](O)C12CCC(CC1)(N2)CC2=CC=C(C=C2)OC (R)-(3-Fluorophenyl)(4-(4-methoxybenzyl)-7-azabicyclo[2.2.1]heptan-1-yl)methanol